C12C(C3CC(CC(C1)C3)C2)NC=2C=3N(N=CC2C(=NC2=C(C=C(C=C2)O[Si](C)(C)C(C)(C)C)C)N)C=C(C3)Br 4-(2-adamantylamino)-6-bromo-N'-[4-[tert-butyl(dimethyl)silyl]oxy-2-methyl-phenyl]pyrrolo[1,2-b]pyridazine-3-carboxamidine